FC1=CN=C(C2=CC=CC(=C12)S(=O)(=O)N1C(CN(CCC1)C(=O)OC(C)(C)C)C)OC 4-fluoro-1-methoxy-5-((N-t-butoxycarbonyl-2-methyl-1,4-diazacycloheptan-1-yl)sulfonyl)isoquinoline